CC1=CC[C@H]2C(S[C@@H]1C2)(C)C (1R,5R)-4,7,7-trimethyl-6-thiabicyclo[3.2.1]oct-3-ene